2,2-difluoro-3-methylbicyclo[1.1.1]pentan-1-amine FC1(C2(CC1(C2)C)N)F